(3R,4R)-4-amino-1-(5-cyclopropylpyrimidin-2-yl)piperidin-3-ol N[C@H]1[C@@H](CN(CC1)C1=NC=C(C=N1)C1CC1)O